1-(7-methoxyspiro[1,3-benzodioxole-2,4'-tetrahydrothiopyran]-4-yl)ethanone COC1=CC=C(C2=C1OC1(CCSCC1)O2)C(C)=O